N-((1-methyl-1H-indol-6-yl)methyl-2-((1-methyl-1H-pyrazol-5-yl)amino)pyrimidin-4-yl)oxazole-2-carboxamide CN1C=CC2=CC=C(C=C12)CC=1C(=NC(=NC1)NC1=CC=NN1C)NC(=O)C=1OC=CN1